4-[4-cyano-3-hydroxy-6-(3-trifluoromethoxy-phenyl)-pyridin-2-yl]-4-oxo-butyric acid ethyl ester C(C)OC(CCC(=O)C1=NC(=CC(=C1O)C#N)C1=CC(=CC=C1)OC(F)(F)F)=O